tertiary Butylhydrazine C(C)(C)(C)NN